chlorotris(2-methoxyphenyl)silane Cl[Si](C1=C(C=CC=C1)OC)(C1=C(C=CC=C1)OC)C1=C(C=CC=C1)OC